butyl 2-(((3-methoxyphenyl)(pyridin-2-yl)methyl)carbamoyl)pyrrolidine-1-carboxylate COC=1C=C(C=CC1)C(C1=NC=CC=C1)NC(=O)C1N(CCC1)C(=O)OCCCC